(2R,3R,4S,5R)-2-(2-amino-6-(4-nitrophenoxy)-9H-purin-9-yl)-5-(hydroxymethyl)tetrahydrofuran-3,4-diol NC1=NC(=C2N=CN(C2=N1)[C@@H]1O[C@@H]([C@H]([C@H]1O)O)CO)OC1=CC=C(C=C1)[N+](=O)[O-]